1-(4-fluorophenyl)-1H-pyrazolo[1,5-b]pyrazole-5-carboxylic acid ethyl ester C(C)OC(=O)C=1C=C2N(N1)N(C=C2)C2=CC=C(C=C2)F